ClC1=C(C=C(C(=C1)Cl)OCC)NC1=C(C=NC2=CC(=C(C=C12)OC)OCC1CCN(CC1)C)C#N 4-[(2,4-dichloro-5-ethoxyphenyl)amino]-6-methoxy-7-[(1-methylpiperidin-4-yl)methoxy]quinoline-3-carbonitrile